benzyl (2-((3-amino-2-oxo-1,2-dihydropyridin-4-yl)amino)-2-oxoethyl)(methyl)carbamate NC=1C(NC=CC1NC(CN(C(OCC1=CC=CC=C1)=O)C)=O)=O